6-(2-methyl-6-(4H-1,2,4-triazol-3-yl)pyridin-3-yl)-4-((tetrahydro-2H-pyran-4-yl)methyl)-3,4-dihydropyrazino[2,3-b]pyrazin-2(1H)-one CC1=NC(=CC=C1C=1N=C2C(=NC1)NC(CN2CC2CCOCC2)=O)C2=NN=CN2